BrC=1C=C2SC=3C=CC=CC3N3C2=C(C1)SC1=C3C=CC=C1 7-Bromo-[1,4]Benzothiazino[2,3,4-kl]phenothiazin